(S)-(1-(Aminooxy)propan-2-yl)carbamic acid tert-butyl ester C(C)(C)(C)OC(N[C@H](CON)C)=O